N-(4-(aminomethyl)-1-(4-chlorophenyl)-5-phenyl-1H-pyrazol-3-yl)-4-(trifluoromethyl)benzenesulfonamide NCC=1C(=NN(C1C1=CC=CC=C1)C1=CC=C(C=C1)Cl)NS(=O)(=O)C1=CC=C(C=C1)C(F)(F)F